BrC=1C=C2C(=NC=NN2C1)N1CCC(=CC1)C1=NC=C(C=N1)C(=N[S@](=O)C(C)(C)C)C1=C(C=C(C=C1)F)F (R)-N-((2-(1-(6-bromopyrrolo[2,1-f][1,2,4]triazin-4-yl)-1,2,3,6-tetrahydropyridin-4-yl)pyrimidin-5-yl)(2,4-difluorophenyl)methylene)-2-methylpropane-2-sulfinamide